N-(2-Chloro-3-{(4S)-1-[(1R*,3R*)-4,4-difluoro-3-methylcyclohexyl]-2-imino-4-methyl-6-oxohexahydro-pyrimidin-4-yl}phenyl)-3-cyano-benzamide trifluoroacetic acid salt FC(C(=O)O)(F)F.ClC1=C(C=CC=C1[C@]1(NC(N(C(C1)=O)[C@H]1C[C@H](C(CC1)(F)F)C)=N)C)NC(C1=CC(=CC=C1)C#N)=O |o1:21,23|